bismuth-tantalum [Ta].[Bi]